SN[C@@H](CC1=CNC=N1)C(=O)O sulfydryl-histidine